tert-butyl 3-{[({2-[({4-oxo-4H-pyrido[1,2-a]pyrimidin-2-yl}formamido) methyl]imidazo[1,2-a]pyridin-6-yl}methyl)amino] methyl}piperidine-1-carboxylate O=C1C=C(N=C2N1C=CC=C2)C(=O)NCC=2N=C1N(C=C(C=C1)CNCC1CN(CCC1)C(=O)OC(C)(C)C)C2